dicarbonyl-butyryl-bis(3,4-dicyanophenoxy)silane C(=O)=C(C(=O)[SiH](OC1=CC(=C(C=C1)C#N)C#N)OC1=CC(=C(C=C1)C#N)C#N)CC=C=O